BrC=1C=CC2=C(C1)C=1N(C(N(C(C1S2)=O)C=2C=NC=CC2)=O)C2=CC(=C(C=C2)Cl)Cl 8-bromo-1-(3,4-dichlorophenyl)-3-(pyridin-3-yl)benzothieno[3,2-d]pyrimidine-2,4(1H,3H)-dione